C1(CC1)N(C1=C(C(=NC=N1)NCC1=CC=C(C=C1)CC(=O)N)F)C(C1=CC=C(C=C1)C(F)(F)F)C1CC1 2-[4-[[[6-[cyclopropyl-[cyclopropyl-[4-(trifluoromethyl)phenyl]methyl]amino]-5-fluoro-pyrimidin-4-yl]amino]methyl]phenyl]acetamide